4,8,12,16-Tetraoxaeicosan-1-ol C(CCOCCCOCCCOCCCOCCCC)O